vinyl butyrate C(CCC)(=O)OC=C